C1(=CC=CC=C1)N(C(=O)C1=C(OC=2C(=NC=NC2)N2CC3(C2)CCN(CC3)C(=O)OC(C)(C)C)C=CC(=C1)F)C1=CC=CC=C1 tert-butyl 2-(5-(2-(diphenylcarbamoyl)-4-fluorophenoxy) pyrimidin-4-yl)-2,7-diazaspiro[3.5]nonane-7-carboxylate